(4aR,7aS)-hexahydropyrrolo[3,4-b][1,4]oxazin O1C=2[C@H](NCC1)CNC2